BrC=1C(=CC=2N(C1)C=C(N2)CC)OC 1-(6-bromo-7-methoxyimidazo[1,2-a]pyridin-2-yl)ethane